2-(2-((cyclopropylmethyl)amino)pyridin-4-yl)-N-(3-(difluoromethyl)-1-(1-((2-(2,6-dioxopiperidin-3-yl)-1-oxoisoindolin-4-yl)methyl)piperidin-4-yl)-1H-pyrazol-4-yl)oxazole-4-carboxamide C1(CC1)CNC1=NC=CC(=C1)C=1OC=C(N1)C(=O)NC=1C(=NN(C1)C1CCN(CC1)CC1=C2CN(C(C2=CC=C1)=O)C1C(NC(CC1)=O)=O)C(F)F